CC(C)C=1N=NSC1C(=O)O 4-(propan-2-yl)-1,2,3-thiadiazole-5-carboxylic acid